1-(5-methyl-2-furyl)-1-propanone CC1=CC=C(O1)C(CC)=O